BrC1=CC=C(C=C1)[C@H](CC1=NOC(=N1)CN1C(NC=C(C1=O)C)=O)O 3-({3-[(2S)-2-(4-bromophenyl)-2-hydroxyethyl]-1,2,4-oxadiazol-5-yl}methyl)-5-methyl-1,2,3,4-tetrahydropyrimidine-2,4-dione